(1R,2R,3aS,10aR)-1-[(1E,4S)-5-cyclopentyl-4-hydroxy-4-methyl-1-penten-yl]-2-hydroxy-5-methyl-2,3,3a,9,10,10a-hexahydro-1H-benzo[b]cyclopenta[f]oxepin-6-carboxylic acid C1(CCCC1)C[C@](C/C=C/[C@H]1[C@@H](C[C@H]2[C@@H]1CCC1=C(O2)C(=C(C=C1)C(=O)O)C)O)(C)O